C(C1=CC=CC=C1)OC=1C=CC2=C(O[C@@H](CO2)CNC(=O)C=2OC(=CN2)CN2CCN(CC2)C)C1 5-(4-Methyl-piperazin-1-ylmethyl)-oxazole-2-carboxylic acid ((R)-7-benzyloxy-2,3-dihydro-benzo[1,4]dioxin-2-ylmethyl)-amide